NC1=C(C(=O)O)C=C(C(=N1)C1=CC=C(C=C1)F)C=1C=C2C(=CC=NC2=CC1)C 2-amino-6-(4-fluorophenyl)-5-(4-methylquinolin-6-yl)nicotinic acid